benzyl 4-[[4-(p-tolylsulfonyloxymethyl)cyclohexoxy]methyl]piperidine-1-carboxylate C1(=CC=C(C=C1)S(=O)(=O)OCC1CCC(CC1)OCC1CCN(CC1)C(=O)OCC1=CC=CC=C1)C